2-(2-isopropylphenyl)-4-((4-(1-methyl-4-(trifluoromethyl)-1H-imidazol-2-yl)benzyl)amino)-6-(oxiran-2-ylmethyl)-7,8-dihydropyrido[4,3-d]pyrimidin-5(6H)-one C(C)(C)C1=C(C=CC=C1)C=1N=C(C2=C(N1)CCN(C2=O)CC2OC2)NCC2=CC=C(C=C2)C=2N(C=C(N2)C(F)(F)F)C